di(propylphenyl)urea C(CC)C1=C(C=CC=C1)NC(NC1=C(C=CC=C1)CCC)=O